3-(benzylideneamino)propan-1-ol C(C1=CC=CC=C1)=NCCCO